BrC1=C(C=CC(=C1)Cl)NC(CSC1=CC=C(C=C1)N1C(=NC2=C(C=CC=C2C1=O)OC)C)=O N-(2-bromo-4-chlorophenyl)-2-((4-(8-methoxy-2-methyl-4-oxoquinazolin-3(4H)-yl)phenyl)thio)acetamide